(4-fluoro-4-(((trans-2-phenylcyclopropyl)amino)methyl)cyclohexyl)aniline FC1(CCC(CC1)NC1=CC=CC=C1)CN[C@H]1[C@@H](C1)C1=CC=CC=C1